C(#N)C=1C=C(C=CC1F)NC(=O)N1CC=2C(=NN3C2C(CC[C@](C3)(O)C#C)(F)F)CC1 |o1:22| (S*)-N-(3-cyano-4-fluorophenyl)-8-ethynyl-11,11-difluoro-8-hydroxy-3,4,8,9,10,11-hexahydro-1H-pyrido[4',3':3,4]pyrazolo[1,5-a]azepine-2(7H)-carboxamide